ClC1=C(C=CC=C1)[C@]1(C(CCCC1)=O)CNC(OC(C)OC([C@H](C)NC(C)=O)=O)=O 1-((S)-2-acetamidopropanoyloxy)ethyl (S)-1-(2-chlorophenyl)-2-oxocyclohexylmethylcarbamate